CN1CCC(CC1)C1=CC=C2N=C3C(C4=C(C(C3=NC2=C1)=O)N=CC=C4)=O 9-(1-methylpiperidin-4-yl)pyrido[2,3-b]phenazine-5,12-dione